BrC1=NN=C(S1)COC=1C=C2CN(C(C2=CC1)=O)C1CCCC1 5-((5-Bromo-1,3,4-thiadiazol-2-yl)methoxy)-2-cyclopentylisoindolin-1-one